8-(8-fluoro-7-(8-fluoronaphthalen-1-yl)-2-((tetrahydro-1H-pyrrolizin-7a(5H)-yl)methoxy)pyrido[4,3-d]pyrimidin-4-yl)-1,3,8-triazaspiro[4.5]decan-2-one FC1=C(N=CC2=C1N=C(N=C2N2CCC1(CNC(N1)=O)CC2)OCC21CCCN1CCC2)C2=CC=CC1=CC=CC(=C21)F